[2-(1-cyclopropylpyrazol-4-yl)-1,1-dioxo-5,6-dihydrothiazin-4-yl]trifluoromethanesulfonate C1(CC1)N1N=CC(=C1)N1S(CCC(=C1)OS(=O)(=O)C(F)(F)F)(=O)=O